Cl.CC1C(NC(CC1)([2H])[2H])([2H])[2H] 3-methylpiperidine-2,2,6,6-d4 hydrochloride